BrC1=CC(=C(C(=O)O)C=C1)C1(COC1)C#N 4-Bromo-2-(3-cyanooxetan-3-yl)benzoic acid